C(CCC)[Al] Butyl-Aluminum